(2s,4s)-4-Hydroxy-2,3,4,5-tetrahydrodipicolinate C1[C@@H](CC(=N[C@@H]1C(=O)[O-])C(=O)[O-])O